(2,4,6-triphenylbenzenethiolate) C1(=CC=CC=C1)C1=C(C(=CC(=C1)C1=CC=CC=C1)C1=CC=CC=C1)[S-]